2,6-dichloro-4-(3-phenylpyrrolidin-1-yl)benzoic acid ClC1=C(C(=O)O)C(=CC(=C1)N1CC(CC1)C1=CC=CC=C1)Cl